C(C)(CC)NC1(NC2=NC=C(N=C2C(N1)=O)O)NC1CCN(CC1)S(=O)(=O)C (sec-butyl)-6-hydroxy-2-((1-(methylsulfonyl)piperidin-4-yl)amino)pterin